C(#N)C1=CC=C(OC2=CN=C(S2)NC(N(C[C@H](C)O)CC)=O)C=C1 3-[5-(4-Cyanophenoxy)thiazol-2-yl]-1-ethyl-1-[(2S)-2-hydroxypropyl]urea